(R)-2-(5,8-dichloro-1,4-dihydrobenzo[c][2,7]naphthyridin-3(2H)-yl)-4-((1-(hydroxymethyl)cyclobutyl)amino)-6,7-dihydrothieno[3,2-d]pyrimidine 5-oxide ClC1=NC2=C(C=3CCN(CC13)C=1N=C(C3=C(N1)CC[S@]3=O)NC3(CCC3)CO)C=CC(=C2)Cl